5-[8-methyl-9-(1-methylethyl)-2-(4-morpholinyl)-9H-purin-6-yl]-2-pyrimidinamine CC=1N(C2=NC(=NC(=C2N1)C=1C=NC(=NC1)N)N1CCOCC1)C(C)C